C(C)OC(\C=C\C1(CNC1)F)=O (2E)-3-(3-fluoroazetidin-3-yl)prop-2-enoic acid ethyl ester